C1(=CC=CC=C1)[C@@H]1N2C(COC1)=NC1=C2N=C(C=C1)C=1C=NC(=NC1)N1CCC(CC1)O (S)-1-(5-(9-phenyl-8,9-dihydro-6H-pyrido[3',2':4,5]imidazo[2,1-c][1,4]oxazin-2-yl)pyrimidin-2-yl)piperidin-4-ol